3-fluoronaphthalen-2-ol formate C(=O)OC1=CC2=CC=CC=C2C=C1F